Sodium 4-(4-methoxyphenyl)-3-(quinolin-2-yl)-5-thioxo-4,5-dihydro-1,2,4-triazol-1-ide COC1=CC=C(C=C1)N1C(=N[N-]C1=S)C1=NC2=CC=CC=C2C=C1.[Na+]